N'-(8-fluoro-1,2,3,5,6,7-hexahydro-s-indacen-4-ylcarbamoyl)-4-(2-hydroxypropan-2-yl)thiophene-2-sulfonimidamide FC=1C=2CCCC2C(=C2CCCC12)NC(=O)N=S(=O)(N)C=1SC=C(C1)C(C)(C)O